methyl 4-(((2,6-dichlorophenyl) carbonyl) amino)-1H-pyrazole-3-carboxylate ClC1=C(C(=CC=C1)Cl)C(=O)NC=1C(=NNC1)C(=O)OC